4-chloro-1-(2-(4-(pyrrolidin-1-yl)-2-(trifluoromethyl)benzyl)-2,8-diazaspiro[4.5]decane-8-carbonyl)-1H-pyrazole-3-carboxylic acid ClC=1C(=NN(C1)C(=O)N1CCC2(CCN(C2)CC2=C(C=C(C=C2)N2CCCC2)C(F)(F)F)CC1)C(=O)O